tert-Butyl N-[(1R)-1-[[4-[1-(benzenesulfonyl)-2-methyl-pyrrolo[2,3-b]pyridin-4-yl]thiazol-2-yl]carbamoyl]-2,2-dimethyl-propyl]carbamate C1(=CC=CC=C1)S(=O)(=O)N1C(=CC=2C1=NC=CC2C=2N=C(SC2)NC(=O)[C@@H](C(C)(C)C)NC(OC(C)(C)C)=O)C